4-chloro-6-(o-tolyl)pyrimidin-2-amine ClC1=NC(=NC(=C1)C1=C(C=CC=C1)C)N